(1R,3R,4R)-N-[(1R)-1-cyano-2-[(3R)-2-oxopyrrolidin-3-yl]ethyl]-2-[2-(3,5-dichlorophenyl)-2,2-difluoro-acetyl]-5,5-difluoro-2-azabicyclo[2.2.2]octane-3-carboxamide C(#N)[C@@H](C[C@@H]1C(NCC1)=O)NC(=O)[C@@H]1N([C@H]2CC([C@@H]1CC2)(F)F)C(C(F)(F)C2=CC(=CC(=C2)Cl)Cl)=O